N1-(2-(1H-1,2,4-triazol-1-yl)ethyl)-N4-(2,2,2-trifluoro-1-(4-fluorophenyl)ethyl)benzene-1,4-diamine N1(N=CN=C1)CCNC1=CC=C(C=C1)NC(C(F)(F)F)C1=CC=C(C=C1)F